C(C1=CC=CC=C1)OC1=CC=C2C[C@@H](N(CC2=C1)C([C@H](C1CCCCC1)NC([C@H](C)OC(NC)=O)=O)=O)C(N[C@H]1CCCC2=CC=CC=C12)=O [(1S)-2-[[(1S)-2-[(3R)-7-benzyloxy-3-[[(1S)-tetralin-1-yl]carbamoyl]-3,4-dihydro-1H-isoquinolin-2-yl]-1-cyclohexyl-2-oxo-ethyl]amino]-1-methyl-2-oxo-ethyl]-N-methyl-carbamate